1-(4-amino-2,5-dimethylphenyl)-2-cyclohexylethan-1-one NC1=CC(=C(C=C1C)C(CC1CCCCC1)=O)C